OC(=O)C(O)C(O)C(=O)O.NCCS Cysteamine Bitartrate